C(C=C)NCC(O)C1=CC=C(C=C1)Br 2-(allylamino)-1-(4-bromophenyl)-1-ethanol